3-vinyl-hexanoic acid methyl ester COC(CC(CCC)C=C)=O